1,3-di-n-octyl-tetramethyl-disiloxane C(CCCCCCC)[Si](O[Si](CCCCCCCC)(C)C)(C)C